methacryloxypropyltrimethoxymethylsilane C(C(=C)C)(=O)OCCC[SiH2]C(OC)(OC)OC